methyl-D(+)-lactate [2H]COC(=O)C(C)O